(1-(7-Methoxyquinolin-5-yl)cyclopropyl)-2-methyl-4-(methylamino)-5-((1-methylazetidin-2-yl)methoxy)benzamide COC1=CC(=C2C=CC=NC2=C1)C1(CC1)C=1C(=C(C(=O)N)C=C(C1NC)OCC1N(CC1)C)C